tert-butyl 4,7-dihydrothieno[2,3-c]pyridine-6(5H)-carboxylate S1C=CC2=C1CN(CC2)C(=O)OC(C)(C)C